ClC=1C(=C(C=CC1OC(F)F)NC1=NC=NC2=CC=C(C(=C12)F)O)F 4-((3-Chloro-4-(difluoromethoxy)-2-fluorophenyl)amino)-5-fluoroquinazolin-6-ol